Methyl 2-chloro-1-methyl-6-oxo-4-(2-oxoethyl)-1,6-dihydropyridine-3-carboxylate ClC=1N(C(C=C(C1C(=O)OC)CC=O)=O)C